D-prolyl-L-serine N1[C@H](CCC1)C(=O)N[C@@H](CO)C(=O)O